(S)-2'-(3,4-dichlorobenzyl)-6'-methyl-1'-oxo-1',4'-dihydro-2'H-spiro[cyclopentane-1,3'-isoquinoline]-4'-carboxylic acid ClC=1C=C(CN2C(C3=CC=C(C=C3[C@@H](C23CCCC3)C(=O)O)C)=O)C=CC1Cl